IC=1C=C(C[C@H](N)C(=O)O)C=C(C1OC1=CC(=C(C=C1)O)I)I 3,5,3'-triiodothyronine